(mercapto(3,5,6-trimethylpyrazin-2-yl)methyl)-1-methylpiperidin-4-ol SC(C1=NC(=C(N=C1C)C)C)C1N(CCC(C1)O)C